4,12-epoxy[1,3,2]dioxaphospholo[4,5-e]pyrimido[2,1-b][1,3]oxazocin-8-one O1POC=2C1=C1N3C(OCC2O1)=NC(C=C3)=O